3-[(1,3-benzothiazol-2-yl)amino]-4-methyl-5H,6H,7H,8H-pyrido[2,3-c]Pyridazine S1C(=NC2=C1C=CC=C2)NC2=C(C1=C(N=N2)NCCC1)C